tert-butyl (S)-2-(piperazin-1-carbonyl)pyrrolidin-1-carboxylate N1(CCNCC1)C(=O)[C@H]1N(CCC1)C(=O)OC(C)(C)C